NC=1C=NC=CC1C#N 3-amino-4-cyanopyridin